BrC1=CC(=C(C=C1)N=S1(CCCCC1)=O)OC 1-((4-bromo-2-methoxyphenyl)imino)hexahydro-1λ6-thiopyran-1-oxide